2-(3,4-dimethoxyphenyl)-3-methyl-5-(1-(4-(pyrrolidin-1-yl)benzyl)piperidin-4-yl)-1H-indole COC=1C=C(C=CC1OC)C=1NC2=CC=C(C=C2C1C)C1CCN(CC1)CC1=CC=C(C=C1)N1CCCC1